N-(2-methoxy-5-(4-(4-((5-(trifluoromethyl)-1,3,4-thiadiazol-2-yl)oxy)phenyl)piperidine-1-carbonyl)phenyl)-1-phenylmethanesulfonamide COC1=C(C=C(C=C1)C(=O)N1CCC(CC1)C1=CC=C(C=C1)OC=1SC(=NN1)C(F)(F)F)NS(=O)(=O)CC1=CC=CC=C1